FC(OC1=C(C=C(CNC(=O)N2CCC3(NC4=C(C=C(C=C4C(C3)=O)F)F)CC2)C=C1)F)F N-(4-(difluoromethoxy)-3-fluorobenzyl)-6',8'-difluoro-4'-oxo-3',4'-dihydro-1'H-spiro[piperidine-4,2'-quinoline]-1-carboxamide